FC(C1=NC=CC(=N1)[C@](C)(C#C)O)(F)F |o1:8| (S) or (R)-2-(2-trifluoromethyl-pyrimidin-4-yl)-but-3-yn-2-ol